[Br-].C(C1=CC=CC=C1)[N+](CC)(CCCl)CCCl benzyldi(2-chloroethyl)ethyl-ammonium bromide